fluoro-4-butoxy-4'-cyanobiphenyl FC1=C(C=CC(=C1)OCCCC)C1=CC=C(C=C1)C#N